2-(2-methylallyl)-8,11-dioxadispiro[3.2.47.24]tridecane-2-carbonitrile CC(CC1(CC2(C1)CCC1(OCCO1)CC2)C#N)=C